C(C)OC=1C(=CC2=CN(N=C2C1)C)NC(=O)N1CCC=2C1=NC=CC2N2CCN(C1(CC1)C2)C(=O)OC(C)(C)C tert-butyl 7-(1-((6-ethoxy-2-methyl-2H-indazol-5-yl)carbamoyl)-2,3-dihydro-1H-pyrrolo[2,3-b]pyridin-4-yl)-4,7-diazaspiro[2.5]octane-4-carboxylate